FC=1C=C(C2=C(CCO2)C1)C(C[C@@](CNC1=C2C=CC(=NC2=CC=C1Cl)C)(C(F)(F)F)O)(C)C (R)-5-[4-(5-fluoro-2,3-dihydrobenzofuran-7-yl)-2-hydroxy-4-methyl-2-trifluoromethyl-pentylamino]-6-chloro-2-methylquinoline